BrC1=CC=C(C=C1)N1CCC2(CN(C2)C2=C(C=C(C(=O)O)C=C2)Cl)CC1 4-(7-(4-Bromophenyl)-2,7-diazaspiro[3.5]nonan-2-yl)-3-chlorobenzoic acid